N-[4-[(6-chloro-1,7-naphthyridin-4-yl)oxy]-3-fluoro-phenyl]-2-oxo-1-phenyl-pyridine-3-carboxamide ClC=1C=C2C(=CC=NC2=CN1)OC1=C(C=C(C=C1)NC(=O)C=1C(N(C=CC1)C1=CC=CC=C1)=O)F